O(C1=CC=CC=C1)C1=CC=C(C=C1)C=1N=CNC1C(=O)[O-] 4-(4-phenoxyphenyl)-1H-imidazole-5-carboxylate